(1-methyl)cyclobutylamine CC1(CCC1)N